rac-(3s,4r,5r)-3-(benzyloxycarbonylamino)-4-fluoro-5-hydroxy-piperidine-1-carboxylic acid tert-butyl ester C(C)(C)(C)OC(=O)N1C[C@@H]([C@H]([C@@H](C1)O)F)NC(=O)OCC1=CC=CC=C1 |r|